C(CCCCCCC\C=C/CCCCCCCC)OC[C@@H](CN(C)C)OCCCCCCCC\C=C/CCCCCCCC 1,2(R)-Dioleyloxy-3-dimethylamino-propane